1-{4-[(3,5-Dichlorophenyl)sulfonyl]-butyl}-2-ethyl-1H-imidazo[4,5-c]chinolin-4-amin ClC=1C=C(C=C(C1)Cl)S(=O)(=O)CCCCN1C(=NC=2C(=NC=3C=CC=CC3C21)N)CC